C(C(C(CCl)Cl)Cl)Cl The molecule is a chloroalkane that is butane substituted by chloro groups at positions 1,2,3 and 4. It has a role as a human metabolite. It is a chloroalkane and a volatile organic compound.